5-(3,3-Dimethylbutyl)-19-(2,6-dimethylphenyl)-2-oxa-15λ6-thia-5,8,16,18,21-pentaazatetracyclo[15.3.1.13,7.110,14]tricosa-1(20),10,12,14(22),17(21),18-hexaene-9,15,15-trione CC(CCN1CC2OC3=CC(=NC(NS(C=4C=CC=C(C(NC(C1)C2)=O)C4)(=O)=O)=N3)C3=C(C=CC=C3C)C)(C)C